3,6,9,15,19-pentaazapentacosan-25-oate CCNCCNCCNCCCCCNCCCNCCCCCC(=O)[O-]